tert-Butyl 4-((2R,3R)-1-(6-(8-azaspiro[4.5]dec-1-en-8-yl)-2-(trifluoromethyl)pyrimidin-4-yl)-2-methylazetidin-3-yl)piperazine-1-carboxylate C1=CCCC12CCN(CC2)C2=CC(=NC(=N2)C(F)(F)F)N2[C@@H]([C@@H](C2)N2CCN(CC2)C(=O)OC(C)(C)C)C